glycolic acid-(1R,3aS,3bR,5aS,7S,9aS,9bS,11aR)-1-[(2R)-6-hydroxy-6-methylhept-2-yl]-9a,11a-dimethylhexadecahydro-1H-cyclopenta[1,2-i]phenanthrene-7-yl ester OC(CCC[C@@H](C)[C@H]1CC[C@@H]2[C@@]1(CC[C@@H]1[C@]3(CC[C@@H](C[C@@H]3CC[C@@H]21)OC(CO)=O)C)C)(C)C